1,2-didecylhexaenoyl-sn-glycero-3-phosphoethanolamine C(CCCCCCCCC)C(C(=C(CCC)C(OP(OC[C@@H](CO)O)(=O)O)CN)CCCCCCCCCC)=O